3-(Difluoromethylsulfanyl)-5-(trifluoromethoxy)benzoic acid methyl ester COC(C1=CC(=CC(=C1)OC(F)(F)F)SC(F)F)=O